P(=O)(O)(O)OC1=CC=C(C[C@H](N)C(=O)O)C=C1 O-phosphotyrosine